C1(CC1)OC1=NC=NC(=C1C1=CNC2=NC(=CC=C21)NC(=O)[C@H]2[C@@H](C2)CN2CCN(CC2)CC)OC trans-N-[3-(4-cyclopropoxy-6-methoxypyrimidin-5-yl)-1H-pyrrolo[2,3-b]pyridin-6-yl]-2-[(4-ethylpiperazin-1-yl)methyl]cyclopropane-1-carboxamide